1,2,4-benzene-tricarboxylic acid C=1(C(=CC(=CC1)C(=O)O)C(=O)O)C(=O)O